C(C)OC(=O)C=1C=NC2=CC=C(N=C2C1NC(C)C)C=1C=NNC1 4-(isopropylamino)-6-(1H-pyrazol-4-yl)-1,5-naphthyridine-3-carboxylic acid ethyl ester